COCCN=S(=O)(C1=CC=C(C=C1)[N+](=O)[O-])N1CCN(CC1)C1=NC(=CC(=N1)C#N)C 2-(4-(N-(2-methoxyethyl)-4-nitrophenylsulfonimidoyl)piperazin-1-yl)-6-methylpyrimidine-4-carbonitrile